FC1=C(C=C(C=C1)[C@@H](C)NC(=O)NC1CC2(C1)CCC2)OCC(F)(F)F |r| (+-)-1-{1-[4-fluoro-3-(2,2,2-trifluoro-ethoxy)-phenyl]-ethyl}-3-spiro[3.3]Hept-2-yl-urea